ClC=1C(=C2C=NNC2=CC1F)OC1=NC=CC2=C1N=C(N=C2N2CCN(CC2)C(C=C)=O)OCC2(CCN(CC2)C)F 1-(4-{8-[(5-chloro-6-fluoro-1H-indazol-4-yl)oxy]-2-[(4-fluoro-1-methylpiperidin-4-yl)methoxy]pyrido[3,4-d]pyrimidin-4-yl}piperazin-1-yl)prop-2-en-1-one